O=P(O)(O)OC(CO)CO 3-glycerophosphate